Triethyl-Isopropyl-Tin C(C)[Sn](C(C)C)(CC)CC